3,4-diisopropoxy-3-cyclobutene-1,2-dione C(C)(C)OC=1C(C(C1OC(C)C)=O)=O